O=S1(C[C@H](CC1)NC(=O)C=1C=NC(=CC1)OCC=1C(=NOC1C)C=1C=NC(=CC1)C)=O N-((3S)-1,1-dioxothiolan-3-yl)-6-((5-methyl-3-(6-methylpyridin-3-yl)-1,2-Oxazol-4-yl)methoxy)pyridine-3-carboxamide